C(C)(C)(C)OC(=O)N[C@@H](C(=O)OC)C\C(\C1=CC=CC=C1)=N/O methyl (2R,4E)-2-((tert-Butoxycarbonyl) amino)-4-oximino-4-phenylbutyrate